(R)-N-(4,4-difluoro-1-(oxetan-3-yl)pyrrolidin-3-yl)-5-(1-(2,2-difluoroethyl)-4-fluoro-1H-benzo[d]imidazol-6-yl)-6-fluoro-4-methoxypyrrolo[2,1-f][1,2,4]triazin-2-amine FC1([C@@H](CN(C1)C1COC1)NC1=NN2C(C(=N1)OC)=C(C(=C2)F)C=2C=C(C1=C(N(C=N1)CC(F)F)C2)F)F